4-((5-hydroxy-8-methoxy-2,2-dimethyl-7-(3-methylbut-2-en-1-yl)-6-oxo-2H,6H-pyrano[3,2-B]xanthen-9-yl)oxy)butanoic acid OC1=C2C(=CC=3OC=4C=C(C(=C(C4C(C13)=O)CC=C(C)C)OC)OCCCC(=O)O)OC(C=C2)(C)C